oxetan-3-yl 3-(2-chlorophenyl)-5-{1-[(2S)-2-hydroxypropyl]-5-methyl-1H-pyrazol-4-yl}-1,2-oxazole-4-carboxylate ClC1=C(C=CC=C1)C1=NOC(=C1C(=O)OC1COC1)C=1C=NN(C1C)C[C@H](C)O